6-amino-8-bromo-7-[(2-chloro-5-fluorophenyl)carbonyl]-1H-2λ6-benzo[2,1-e][1,3,4]oxathiazine-2,2-dione NC=1C(=C(C=2NS(COC2C1)(=O)=O)Br)C(=O)C1=C(C=CC(=C1)F)Cl